6-(1-(6-(1H-pyrazol-4-yl)-1H-imidazo[4,5-b]pyrazin-1-yl)ethyl)-8-fluoroquinoline N1N=CC(=C1)C1=CN=C2C(=N1)N(C=N2)C(C)C=2C=C1C=CC=NC1=C(C2)F